COCCOC(=O)C1=CC=C(C=C1)NC1=NC=NC=N1 6-[4-(2-methoxyethyl-carboxy)-phenylamino]-1,3,5-triazine